C(C1=CC=CC=C1)N1CC=2C(=CN=C(C2CC1)N1CCC(CC1)NC(C=C)=O)C#N N-(1-(6-benzyl-4-cyano-5,6,7,8-tetrahydro-2,6-naphthyridin-1-yl)piperidin-4-yl)acrylamide